CC=1C(=NOC1C)C1=NC2=C(N1CC=1C=NC=CC1)C=CC=C2 4,5-dimethyl-3-[1-(pyridin-3-ylmethyl)benzoimidazol-2-yl]isoxazole